N1(N=CC=C1)C=1C=C(C=CC1)B(O)O 3-(1H-pyrazol-1-yl)phenylboronic acid